Cl.Cl.C1N(CCC12CNCCC2)C2=CC=C(C=N2)C=2C=1N(C=C(C2)OCC)N=CC1C#N 4-(6-(2,7-Diazaspiro[4.5]dec-2-yl)pyridin-3-yl)-6-ethoxypyrazolo[1,5-a]pyridine-3-carbonitrile dihydrochloride